C(C)OC(CCC(=O)C1=NC2=C(C=CC=C2C(=C1O)C#N)C#CC1=CC=CC=C1)=O 4-(4-Cyano-3-hydroxy-8-phenylethynyl-quinolin-2-yl)-4-oxo-butyric acid ethyl ester